[4-(3,7-dibromo-10H-phenothiazin-10-yl) butyl] phosphate P(=O)(OCCCCN1C2=CC=C(C=C2SC=2C=C(C=CC12)Br)Br)([O-])[O-]